BrC=1C=C(O[Si](C2=CC=CC=C2)(C2=CC=CC=C2)C(C)(C)C)C=CC1 (3-bromophenoxy)-tert-butyl-diphenyl-silane